5-[4-(2,3-dimethylbenzoylamino)phenyl]-1H-naphtho[1,2-b][1,4]diazepine-2,4(3H,5H)-dione CC1=C(C(=O)NC2=CC=C(C=C2)N2C3=C(NC(CC2=O)=O)C2=CC=CC=C2C=C3)C=CC=C1C